N-(4-chloro-2-fluorophenyl)-6-(tetrahydrofuran-3-yl)-1H-pyrrolo[2,3-b]pyridine-3-sulfonamide ClC1=CC(=C(C=C1)NS(=O)(=O)C1=CNC2=NC(=CC=C21)C2COCC2)F